FC1=C(C=CC=C1C)C(=O)N1CCC2(C(N3[C@H](O2)CC[C@H]3C3=CC(=CC=C3)F)=O)CC1 (5'S,7a'R)-1-(2-fluoro-3-methylbenzene-1-carbonyl)-5'-(3-fluoro-phenyl)tetrahydro-3'H-spiro[piperidine-4,2'-pyrrolo[2,1-b][1,3]oxazol]-3'-one